(2R,3R)-2-(2,4-difluorophenyl)-3-((2-(pyridin-4-yl)ethyl)disulfanyl)-1-(1H-1,2,4-triazol-1-yl)butan-2-ol FC1=C(C=CC(=C1)F)[C@@](CN1N=CN=C1)([C@@H](C)SSCCC1=CC=NC=C1)O